5-difluoromethoxy-1-methyl-3-trifluoromethyl-pyrazole FC(OC1=CC(=NN1C)C(F)(F)F)F